2-[4-({N-[(4-methoxyphenyl)methyl]carbamoyl}amino)phenyl]acetamide COC1=CC=C(C=C1)CNC(=O)NC1=CC=C(C=C1)CC(=O)N